tert-butyl N-(1-carbamothioyl-3-bicyclo[1.1.1]pentanyl)carbamate C(N)(=S)C12CC(C1)(C2)NC(OC(C)(C)C)=O